1-bromo-2-fluoro-4-(2,2,2-trimethoxyethyl)benzene BrC1=C(C=C(C=C1)CC(OC)(OC)OC)F